CC(C)(C)C1=CC(=CC(=C1O)C(C)(C)C)CCC(=O)NNC(=O)CCC2=CC(=C(C(=C2)C(C)(C)C)O)C(C)(C)C N,N'-bis(3-(3',5'-di-tert-butyl-4'-hydroxyphenyl)propionyl)hydrazine